BrC1=C(C#N)C=C(C=C1)C(=O)N1CC=2C(=NN3C2C(N(CC3)[C@@H](C)C3=CC=C(C=C3)OC(F)(F)F)=O)C[C@H]1C 2-Bromo-5-((R)-3-methyl-10-oxo-9-((S)-1-(4-(trifluoromethoxy)phenyl)ethyl)-1,2,3,4,7,8,9,10-octahydropyrido[4',3':3,4]pyrazolo[1,5-a]pyrazine-2-carbonyl)benzonitrile